C(#CC(=O)OC1CC(CCC1C(C)C)C)C(=O)OC1CC(CCC1C(C)C)C dimenthyl acetylenedicarboxylate